OCC1(CC1)C(=O)N1CCP(CC1)(=O)C1=CC2=C(N=C(N=C2N[C@H](C)C2=C(C(=CC=C2)C(F)(F)F)C)C)C=N1 1-[1-(hydroxymethyl)cyclopropane-1-carbonyl]-4-[2-methyl-4-({(1R)-1-[2-methyl-3-(trifluoromethyl)phenyl]ethyl}amino)pyrido[3,4-d]pyrimidin-6-yl]-1,4lambda5-azaphosphinan-4-one